FC(C(=O)C1=CC=CC=C1)(C(C1=CC=CC=C1)C1=CC(=CC=C1)CO)F 2,2-difluoro-3-(3-(hydroxymethyl)phenyl)-1,3-diphenylpropan-1-one